ClC1=CC(=NC=2N1N=CC2C(C)C)C(F)(F)F 7-chloro-3-(propan-2-yl)-5-(trifluoromethyl)pyrazolo[1,5-a]pyrimidine